ClCC1=NC2=C(N1CC1=CN=CN1C)C=C(C=C2)C(=O)OC methyl 2-(chloromethyl)-1-[(1-methyl-1H-imidazol-5-yl) methyl]-1H-benzimidazole-6-carboxylate